ClC1=CC=C2C(=CNC2=C1)S(=O)(=O)NC1=NC=C(C=C1Cl)Cl 6-chloro-N-(3,5-dichloropyridin-2-yl)-1H-indole-3-sulfonamide